t-butyl 1-[[6-(dimethylphosphoryl)pyridin-3-yl]carbamoyl]-6-azaspiro[2.5]octane-6-carboxylate CP(=O)(C)C1=CC=C(C=N1)NC(=O)C1CC12CCN(CC2)C(=O)OC(C)(C)C